OC1=C(C#N)C=C(C=C1)\N=N\C1=C(C=CC=C1)C1=NC(=NC=C1)NC1=CC=C(C=C1)C(F)(F)F (E)-2-hydroxy-5-((2-(2-((4-(trifluoromethyl)phenyl)amino)pyrimidin-4-yl)phenyl)diazenyl)benzonitrile